6-Chloro-4-[(2S,5R)-2,5-dimethyl-4-prop-2-enoyl-piperazin-1-yl]-7-(2-isopropylphenyl)-1-[2-isopropyl-4-(pyrrolidin-1-ylmethyl)-3-pyridyl]pyrido[2,3-d]pyrimidin-2-one ClC1=CC2=C(N(C(N=C2N2[C@H](CN([C@@H](C2)C)C(C=C)=O)C)=O)C=2C(=NC=CC2CN2CCCC2)C(C)C)N=C1C1=C(C=CC=C1)C(C)C